C(C)OC=1C=C(\C=N\NC(=O)C2=NC(=CN=C2)C2=CC=C(C=C2)OC)C=C(C1)OCC (E)-N'-(3,5-diethoxybenzylidene)-6-(4-methoxyphenyl)pyrazine-2-carbohydrazide